C(C)C(C1=CC(=C(C(=C1)C(C)(C)C)O)C(C)(C)C)P([O-])([O-])=O.C(C)C(C1=CC(=C(C(=C1)C(C)(C)C)O)C(C)(C)C)P([O-])([O-])=O.[Ca+2].[Ca+2] calcium bis(monoethyl (3,5-di-tert-butyl-4-hydroxybenzyl)-phosphonate)